C(C)(=O)OC1(CCC(CC1)C(C)(C)C)C=C Trans-4-(tert-butyl)-1-vinylcyclohexyl acetate